4-(4-bromophenyl)pyridine BrC1=CC=C(C=C1)C1=CC=NC=C1